CC1=CC=C2C(=CNC2=C1)C1=NC=C(C2=C1CNC2=O)NC2=NC=C(C=C2)N2CCN(CC2)C 4-(6-methyl-1H-indol-3-yl)-7-[[5-(4-methylpiperazin-1-yl)-2-pyridyl]amino]-2,3-dihydropyrrolo[3,4-c]pyridin-1-one